benzyl ((6-(((5R)-2-oxo-5-(trifluoromethyl)piperidin-3-yl)methyl)imidazo[1,2-b]pyridazin-2-yl)(spiro[3.3]heptan-2-yl)methyl)carbamate O=C1NC[C@@H](CC1CC=1C=CC=2N(N1)C=C(N2)C(C2CC1(C2)CCC1)NC(OCC1=CC=CC=C1)=O)C(F)(F)F